Sodium 3-((((2-dodecyl-1,3-dioxolan-4-yl)methoxy)carbonyl)amino)-2-hydroxypropane-1-sulfonic acid C(CCCCCCCCCCC)C1OCC(O1)COC(=O)NCC(CS(=O)(=O)O)O.[Na]